CC1=C(OC=2CCC3=CN(N=C3C21)CC2=CC=C(C=C2)C)C(=O)NCCN2C(CCCC2)C 8-methyl-2-(4-methylbenzyl)-N-[2-(2-methylpiperidin-1-yl)ethyl]-4,5-dihydro-2H-furo[2,3-g]indazole-7-carboxamide